2-(4-methoxyphenyl)-2-(((5-oxopyrrolidin-3-yl)acetyl)amino)-N-(4-(trimethylsilyl)phenyl)acetamide COC1=CC=C(C=C1)C(C(=O)NC1=CC=C(C=C1)[Si](C)(C)C)NC(CC1CNC(C1)=O)=O